2,6-dimethyl-1-indenamine CC=1C(C2=CC(=CC=C2C1)C)N